OCC(C(=O)O)(CC)CO 2,2-bis(hydroxymethyl)butanoic acid